NC=1CN([C@@H](CC1C(=O)OCC)C)C(=O)OC(C)(C)C (R)-1-tert-Butyl 4-ethyl 3-amino-6-methyl-5,6-dihydropyridine-1,4(2H)-dicarboxylate